NC1=NC=CC(=C1Cl)SC=1C=CC=2C(=NC=C(N2)N2C[C@H]3CC[C@@H](C2)C3N)N1 (1r,5s,8s)-3-(6-((2-amino-3-chloropyridin-4-yl)thio)pyrido[2,3-b]pyrazin-2-yl)-3-azabicyclo[3.2.1]octan-8-amine